5-(4-(((2S,6R)-6-methyl-1,4-dioxan-2-yl)methoxy)phenyl)-2-oxo-6-(trifluoromethyl)-1,2-dihydropyridine-3-carboxamide C[C@@H]1COC[C@H](O1)COC1=CC=C(C=C1)C=1C=C(C(NC1C(F)(F)F)=O)C(=O)N